ClC1=CC=C(CSC2=CC(C=3C4=C(N=C(C3C2=O)CC)N(C(N(C4=O)C)=O)C)=O)C=C1 8-((4-chlorobenzyl)thio)-6-ethyl-2,4-dimethylpyrimido[4,5-c]isoquinoline-1,3,7,10(2H,4H)-tetraone